C1(=CC=CC2=CC=CC=C12)NC(=O)[C@@H]1CNC[C@H]1C1=CC=CC=C1 |r| (±)-trans-N-(naphthalen-1-yl)-4-phenylpyrrolidine-3-carboxamide